FC(SC1=CC=C(C=C1)CO)(F)F (4-((trifluoromethyl)thio)phenyl)methanol